C1(=CC=CC=C1)[Se]C1C[C@@H](N(C1)C(=O)OCC1=CC=CC=C1)C(=O)OC 1-benzyl 2-methyl (2R)-4-(phenylselanyl)pyrrolidine-1,2-dicarboxylate